7-pregnenediene-3,20-dione-diethyl ketal C(C)OC1(CC2CC=C3C4=CC=C(C(C)=O)[C@]4(CC[C@@H]3[C@]2(CC1)C)C)OCC